(6-fluoropyridin-2-yl)-1,3,4-thiadiazol-2-amine FC1=CC=CC(=N1)C1=NN=C(S1)N